6-((((S)-1-(6-aminopyridin-3-yl)piperidin-3-yl)((2-methoxypyridin-4-yl)methyl)amino)methyl)-9-fluoro-3-methyl-10-(2-methylpiperidin-1-yl)-2H-[1,4]oxazino[2,3,4-ij]quinolin-7(3H)-one NC1=CC=C(C=N1)N1C[C@H](CCC1)N(CC1=CC(=NC=C1)OC)CC1=CN2C3=C(C(=C(C=C3C1=O)F)N1C(CCCC1)C)OCC2C